N1N=CC(=C1)C=1C=CC=2N(C1)N=CC2 6-(1H-pyrazol-4-yl)pyrazolo[1,5-a]pyridine